1-C-[4-chloro-3-[(4-(2-cyclopropyloxyethoxy)phenyl)methyl]phenyl]-D-glucopyranose ClC1=C(C=C(C=C1)C1(O)[C@H](O)[C@@H](O)[C@H](O)[C@H](O1)CO)CC1=CC=C(C=C1)OCCOC1CC1